ClC=1C=CC2=C(N=C(O2)N2CCC(CC2)CNC(=O)C2CN(CC2)S(=O)(=O)C)C1 N-[[1-(5-chloro-1,3-benzoxazol-2-yl)-4-piperidyl]methyl]-1-methylsulfonyl-pyrrolidine-3-carboxamide